FC1(CN(CC1)C1=NC=CC(=C1NC(=O)N1CC=2N(CC1)C(=NN2)C(F)(F)F)C2=C(C=CC=C2)F)F N-[2-(3,3-difluoropyrrolidin-1-yl)-4-(2-fluorophenyl)-3-pyridyl]-3-(trifluoromethyl)-6,8-dihydro-5H-[1,2,4]triazolo[4,3-a]pyrazine-7-carboxamide